C(C)(C)(C)OC(=O)N1CC(C(CC1)CC(=O)O)(F)F 2-(1-tert-butoxycarbonyl-3,3-difluoro-4-piperidinyl)acetic acid